ClC=1N=C(C2=C(N1)N(C(=C2)C)S(=O)(=O)C2=CC=C(C)C=C2)Cl 2,4-dichloro-6-methyl-7-tosyl-7h-pyrrolo[2,3-d]pyrimidine